C(CCC)C([O-])CCC butyl-butoxide